ClC=1C(=NC(=NC1)NC1CCOCC1)C1=CC=C2CN(C(C2=C1)=O)CC(=O)NC(C)(CCC)C 2-(6-{5-chloro-2-[(oxan-4-yl)amino]pyrimidin-4-yl}-1-oxo-2,3-dihydro-1H-isoindol-2-yl)-N-(2-methylpentan-2-yl)acetamide